COC=1C=C(C=NC1OC)C=1C=C2C(=C(C=NC2=CC1)C#N)NC(C)C1=CC=CC=C1 6-(5,6-dimethoxypyridin-3-yl)-4-((1-phenylethyl)amino)quinoline-3-carbonitrile